(N-acetylglycyl)-3-aminopropyltriethoxysilane C(C)(=O)NCC(=O)C(C)O[Si](OCC)(OCC)CCCN